COC=1C=C(OCCCN2CC(CC2)C)C=CC1[N+](=O)[O-] 1-(3-(3-methoxy-4-nitrophenoxy)propyl)-3-methylpyrrolidine